N-(4-cyano-2,5-difluorophenyl)-5-(3-fluoro-2-methoxyphenyl)-1H-pyrrole-3-sulfonamide C(#N)C1=CC(=C(C=C1F)NS(=O)(=O)C1=CNC(=C1)C1=C(C(=CC=C1)F)OC)F